ClC1=NC2=NC(=C(N=C2C(=N1)C=1C(=C2CCC3(C2=CC1)SCCS3)F)C)C 2-chloro-4-(4'-fluorospiro[1,3-dithiolane-2,1'-indane]-5'-yl)-6,7-dimethyl-pteridine